tri(5,5-dimethyl-3-hexyl) citrate C(CC(O)(C(=O)OC(CC)CC(C)(C)C)CC(=O)OC(CC)CC(C)(C)C)(=O)OC(CC)CC(C)(C)C